ClC=1C=C(C=CC1C1CC1)C=1C=C2CCC(C2=CC1)N1CC(C1)C 1-[5-(3-chloro-4-cyclopropyl-phenyl)indan-1-yl]-3-methyl-azetidin